CC1=C(C(=CC=2N1N=CN2)C)NC2=NC=C1N(C(N(C1=N2)C2CCOCC2)=O)C 2-((5,7-dimethyl-[1,2,4]triazolo[1,5-a]pyridin-6-yl)amino)-7-methyl-9-(tetrahydro-2H-pyran-4-yl)-7,9-dihydro-8H-purin-8-one